FC=1C=C(CC=2C=NN(C2)C(=O)N[C@@H]2C(N(C3=C(OC2)C=CC(=C3)OCCN3N=CC=CC3=O)C)=O)C=CC1 (S)-4-(3-fluorobenzyl)-N-(5-methyl-4-oxo-7-(2-(6-oxopyridazin-1(6H)-yl)ethoxy)-2,3,4,5-tetrahydrobenzo[b][1,4]oxazepin-3-yl)-1H-pyrazole-1-carboxamide